phenyl-acetone (Ethyl phenylpropiolate) C(C)C1=C(C=CC=C1)C#CC(=O)O.C1(=CC=CC=C1)CC(C)=O